4-(propan-2-yl-2-d)-5-(trimethylgermyl)pyridine CC(C)([2H])C1=CC=NC=C1[Ge](C)(C)C